4-(6-((4-methoxy-2-methylphenyl)amino)-3-methyl-2-oxo-2,3-dihydro-1H-imidazo[4,5-c]pyridin-1-yl)piperidine-1-carboxylic acid tert-butyl ester C(C)(C)(C)OC(=O)N1CCC(CC1)N1C(N(C=2C=NC(=CC21)NC2=C(C=C(C=C2)OC)C)C)=O